N-hydroxy-4-(1-isopropyl-5-(pyridin-3-yl)-1H-benzo[d]imidazol-2-ylamino)benzamide ONC(C1=CC=C(C=C1)NC1=NC2=C(N1C(C)C)C=CC(=C2)C=2C=NC=CC2)=O